C(C)(C)[C@@H]1[C@H](C1)C=1C=C(N=NC1OCC)C=1C(NC(NC1)=O)=O 5-(5-((1S,2R)-2-isopropylcyclopropyl)-6-ethoxypyridazin-3-yl)pyrimidine-2,4(1H,3H)-dione